Cl.C(C)OC1=C(C=C2CN(C(C2=C1)=O)CCC=1C=NC=CC1)C(=O)NC[C@H]([C@H]1NCC2=CC=CC=C2C1)O 6-ethoxy-N-((R)-2-hydroxy-2-((S)-1,2,3,4-tetrahydroisoquinolin-3-yl)ethyl)-1-oxo-2-(2-(pyridin-3-yl)ethyl)isoindoline-5-carboxamide hydrochloride